3-[(E)-2-[5-(diethylaminomethyl)-2-pyridyl]vinyl]-6-[2-(ethylcarbamoyl)phenyl]sulfanilamido-indazol-1-carboxylate C(C)N(CC)CC=1C=CC(=NC1)/C=C/C=1C=C(S(=O)(=O)NC2=NN(C3=CC=CC=C23)C(=O)[O-])C(=CC1N)C1=C(C=CC=C1)C(NCC)=O